1-deoxyxylitol C[C@H](O)[C@@H](O)[C@H](O)CO